BrC1=C2C(=C(/C(/C2=CC=C1)=C/C1=CC(=CC=C1)COC1=CC=CC=C1)C)CC(=O)O (Z)-2-(4-bromo-2-methyl-1-(3-(phenoxymethyl)benzylidene)-1H-inden-3-yl)acetic acid